2-chloro-4-(trifluoromethyl)nicotinonitrile ClC1=C(C#N)C(=CC=N1)C(F)(F)F